ClC=1C=CC(=NC1)NC([C@H](C)N1C[C@H]([C@H](CC1)C)C1=CC=NN1)=O (S)-N-(5-chloropyridin-2-yl)-2-((3S,4S)-4-methyl-3-(1H-pyrazol-5-yl)piperidin-1-yl)propanamide